N[C@@H](CO)C1=CC=C(C#N)C=C1 4-[(1R)-1-amino-2-hydroxyethyl]benzonitrile